[C@H]12CN(C[C@H](CC1)N2)C=2C1=C(N=C(N2)OC[C@]23CCCN3C[C@@H](C2)F)C(=C(N=C1C1=CC=CC2=CC=CC(=C12)C#C)Cl)F 4-((1r,5s)-3,8-diazabicyclo[3.2.1]oct-3-yl)-7-chloro-5-(8-ethynylnaphthalen-1-yl)-8-fluoro-2-(((2r,7as)-2-fluorohexahydro-1H-pyrrolizin-7a-yl)methoxy)pyrido[4,3-d]pyrimidine